CC(COC(=O)N1CCN(CC1)C=1C=NN2C1C=CC(=C2)C=2C=NN(C2)C)(C)C.OCCOC2=CC(=NC1=CC=C(C=C21)NC(=O)C2COC2)N2C=NC=C2 N-(4-(2-hydroxyethoxy)-2-(1H-imidazol-1-yl)quinolin-6-yl)oxetan-3-carboxamide 2,2-dimethylpropyl-4-[6-(1-methyl-1H-pyrazol-4-yl)pyrazolo[1,5-a]pyridin-3-yl]piperazine-1-carboxylate